ClC=1C2=C(N=C(N1)C=1C=NC=C(C1)F)C1CCC(C2)N1C(=O)OC(C)(C)C tert-butyl 4-chloro-2-(5-fluoropyridin-3-yl)-6,7,8,9-tetrahydro-5H-6,9-epiminocyclohepta[d]pyrimidine-10-carboxylate